C(C)CN(C)C1=CC=C(C(=O)[O-])C=C1 4-(Ethyl N,N-dimethylamino)benzoate